5-bromo-2-(bromomethyl)benzo[b]thiophene BrC1=CC2=C(SC(=C2)CBr)C=C1